5-(((Trans-3-(4-(2-(cis-3-aminocyclobutyl)-2H-pyrazolo[4,3-c]pyridin-6-yl)-3-cyclopropyl-1H-pyrazol-1-yl)cyclobutyl)methyl)amino)-2-(2,6-dioxopiperidin-3-yl)isoindoline-1,3-dione N[C@H]1C[C@H](C1)N1N=C2C(C=NC(=C2)C=2C(=NN(C2)[C@@H]2C[C@H](C2)CNC=2C=C3C(N(C(C3=CC2)=O)C2C(NC(CC2)=O)=O)=O)C2CC2)=C1